NCC1=CC(=C(OC2=C3C(=NC=C2)NC=C3C3=CC(=NC=C3)NC(=O)C3CC3)C(=C1)F)F N-(4-(4-(4-(aminomethyl)-2,6-difluorophenoxy)-1H-pyrrolo[2,3-b]pyridin-3-yl)pyridin-2-yl)cyclopropanecarboxamide